ClCC(=O)N1[C@H](CNCCC1)C (S)-2-chloro-1-(2-methyl-1,4-diazepan-1-yl)ethanone